1-di-(ethoxyethyl)amino-3-methylenepent-4-ene C(C)OCCN(CCC(C=C)=C)CCOCC